(R)-2-(3-((6-(((S)-1-(4-(tert-butyl)phenyl)ethyl)carbamoyl)-1-(cyclopropylmethyl)-2-methyl-1H-indol-3-yl)methyl)-5-chlorophenoxy)propanoic acid C(C)(C)(C)C1=CC=C(C=C1)[C@H](C)NC(=O)C1=CC=C2C(=C(N(C2=C1)CC1CC1)C)CC=1C=C(O[C@@H](C(=O)O)C)C=C(C1)Cl